tert-Butyl 4-(4-(((6-methoxy-2-(2-methoxyimidazo[2,1-b][1,3,4]thiadiazol-6-yl)benzofuran-4-yl)oxy)methyl)thiazol-2-yl)piperidine-1-carboxylate COC1=CC2=C(C=C(O2)C=2N=C3SC(=NN3C2)OC)C(=C1)OCC=1N=C(SC1)C1CCN(CC1)C(=O)OC(C)(C)C